C(C)(C)(C)OC(=O)N1[C@@H](C[C@@H](C1)N1N=C(C(=C1N(C)C(=O)OC(C)(C)C)C(N)=O)C#C)C (2r,4s)-4-{5-[(tert-butoxycarbonyl)(methyl)amino]-4-carbamoyl-3-ethynylpyrazol-1-yl}-2-methylpyrrolidine-1-carboxylic acid tert-butyl ester